L-ornithine acetate C(C)(=O)O.N[C@@H](CCCN)C(=O)O